C(CCCCCCCCCC)OCCOCCO diethylene glycol monoundecyl ether